N-(3,5-dimethoxybenzyl)-tetrahydropyrrole COC=1C=C(CN2CCCC2)C=C(C1)OC